9-(1-(4-aminocyclohexane-1-carbonyl)piperidin-4-yl)-4-chloro-7,7-dimethylindolo[1,2-a]quinazolin-5(7H)-one NC1CCC(CC1)C(=O)N1CCC(CC1)C=1C=C2C(C=3N(C=4C=CC=C(C4C(N3)=O)Cl)C2=CC1)(C)C